COC1=CC=C(C=C1)CN(C1=C(C=C2C(=N1)C=C(N2)N2C(N(C(C2)=O)C)=O)C)CC2=CC=C(C=C2)OC 1-[5-[bis[(4-methoxyphenyl)methyl]amino]-6-methyl-1H-pyrrolo[3,2-b]pyridin-2-yl]-3-methyl-imidazolidine-2,4-dione